C1(=CC=C(C=C1)CO)CO benzene-1,4-dimethanol